O1CCOC12CCC(CC2)CS(=O)(=O)C2=CC=C(C=C2)C2=C(C=C(C=C2)C#N)Cl 4'-(((1,4-Dioxaspiro[4.5]dec-8-yl)methyl)sulfonyl)-2-chloro-[1,1'-biphenyl]-4-carbonitrile